1,1,2,2-ethanetetracarboxylic acid 1,1,2,2-tetraethyl ester C(C)OC(=O)C(C(C(=O)OCC)C(=O)OCC)C(=O)OCC